2,7-Dibromobenzophenanthrene BrC=1C=C2C=3C=CC=CC3C3=C(C2=CC1)C=CC(=C3)Br